2-bromophenyl-5-bromopyrimidine BrC1=C(C=CC=C1)C1=NC=C(C=N1)Br